5-((5-(2-((1S,2S)-2-aminocyclobutoxy)-6-methoxyphenyl)-1H-pyrazol-3-yl)amino)pyrazine-2-carbonitrile N[C@@H]1[C@H](CC1)OC1=C(C(=CC=C1)OC)C1=CC(=NN1)NC=1N=CC(=NC1)C#N